(3-acetyl-5-fluoropyridin-2-yl)-methanol C(C)(=O)C=1C(=NC=C(C1)F)CO